C=C(C(=O)O)C(=O)O.[Na] sodium methylenemalonic acid